N[C@@H]1CN(CC1)C(=O)C1=C(C=C(S1)C1=CC=C(CN(C(OCCOC)=O)C)C=C1)C 2-methoxyethyl (S)-(4-(5-(3-aminopyrrolidine-1-carbonyl)-4-methylthiophen-2-yl)benzyl)(methyl)carbamate